FC1=NC(=CC(=C1)B1OC(C(O1)(C)C)(C)C)C 2-fluoro-6-methyl-4-(4,4,5,5-tetramethyl-1,3,2-dioxaborolan-2-yl)pyridine